N-(5-amino-1-carboxyl-amyl)iminodiacetic acid NCCCCC(C(=O)O)N(CC(=O)O)CC(=O)O